3-(dibenzylamino)-1-phenylpropan-1-one C(C1=CC=CC=C1)N(CCC(=O)C1=CC=CC=C1)CC1=CC=CC=C1